1-(1-(4-(isoquinolin-6-yl)benzyl)-1H-indol-5-yl)-5-methyl-1H-pyrazole-3-carboxamide C1=NC=CC2=CC(=CC=C12)C1=CC=C(CN2C=CC3=CC(=CC=C23)N2N=C(C=C2C)C(=O)N)C=C1